ClC=1C=C(C(=NC1)C(C#N)=COCC)F 2-(5-chloro-3-fluoro-2-pyridinyl)-3-ethoxy-prop-2-enenitrile